(N,N-dimethylamino)isobutyric acid CN(C)C(C(=O)O)(C)C